2-methylpropanecarboxylate CC(CC(=O)[O-])C